[N+](=O)([O-])C1=CC=C(OC(=O)O\N=C(/C)\[C@H]2CC[C@H]3[C@@H]4CCC5C[C@](CC[C@@]5([C@H]4CC[C@]23C)C)(C)O[Si](C)(C)C(C)(C)C)C=C1 (E)-1-((3R,8R,9S,10S,13S,14S,17S)-3-((tert-butyldimethylsilyl)oxy)-3,10,13-trimethylhexadecahydro-1H-cyclopenta[a]phenanthren-17-yl)ethan-1-one O-((4-nitrophenoxy)carbonyl) oxime